C(CCCCCCCCCCC)SC(=S)SC(C(=O)O)C 2-{[(dodecylthio)thioformyl]sulfanyl}propanoic acid